9-((4,5-dihydro-1H-imidazol-2-yl)methoxy)-6-methyl-6H-pyrido[4,3-b]carbazole N1C(=NCC1)COC1=CC=2C=3C=C4C(=CC3N(C2C=C1)C)C=CN=C4